OC=1C=2N(C(=CC1)C1C(NC(O1)=O)=O)N=CN2 5-(8-hydroxy-[1,2,4]triazolo[1,5-a]pyridin-5-yl)oxazolidine-2,4-dione